ethyl 3-[3-(2,6-difluoro-4-methoxyphenyl)-4-[4-(difluoromethoxy)benzamido]-2-methyl-5-oxo-2,5-dihydro-1H-pyrazol-1-yl]-5-fluorobenzoate FC1=C(C(=CC(=C1)OC)F)C=1N(N(C(C1NC(C1=CC=C(C=C1)OC(F)F)=O)=O)C=1C=C(C(=O)OCC)C=C(C1)F)C